2-Chloro-1-morpholin-4-yl-ethanone ClCC(=O)N1CCOCC1